ClC=1C=C(C=CC1)NC(=O)C=1N=C(SC1)C=1C(=NN(C1)C)C(F)F N-(3-chlorophenyl)-2-(3-(difluoromethyl)-1-methyl-1H-pyrazol-4-yl)thiazole-4-carboxamide